6-((diphenyl-(p-tolyl)methyl)amino)hexanamide C1(=CC=CC=C1)C(C1=CC=C(C=C1)C)(C1=CC=CC=C1)NCCCCCC(=O)N